3-(4-amino-3-butoxyphenoxy)propane-1-sulfonic acid NC1=C(C=C(OCCCS(=O)(=O)O)C=C1)OCCCC